4-(2-Furanylmethylene)-3,4-dihydro-2H-pyrrole O1C(=CC=C1)C=C1CCN=C1